2-(N-(3-chloro-4-cyclopropoxyphenyl)-3-(triisopropylsilyl)propiolamido)-N-(2-hydroxyphenyl)-3,3-dimethylbutanamide ClC=1C=C(C=CC1OC1CC1)N(C(C#C[Si](C(C)C)(C(C)C)C(C)C)=O)C(C(=O)NC1=C(C=CC=C1)O)C(C)(C)C